FC(OC1=CC=CC=2C(N[C@H]3C=4N([C@@H](C21)C3)C3=C(N4)C=CC(=C3)C3=C(C=C(C(=C3)F)CP(=O)(C)C)F)=O)F (7R,14R)-1-(difluoromethoxy)-11-(4-((dimethylphosphoryl)methyl)-2,5-difluorophenyl)-6,7-dihydro-7,14-methanobenzo[f]benzo[4,5]imidazo[1,2-a][1,4]diazocin-5(14H)-one